C(C1=CC=CC=C1)OC=1C(C(=CN2N([C@H]3N(C(C21)=O)CCOC3)[C@@H]3C2=C(SCC1=C3C=CC(=C1F)F)C=CC=C2)P(=O)(C)C)=O (R)-7-(benzyloxy)-12-((S)-7,8-difluoro-6,11-dihydrodibenzo[b,e]thiepin-11-yl)-9-(dimethylphosphoryl)-3,4,12,12a-tetrahydro-1H-[1,4]oxazino[3,4-c]pyrido[2,1-f][1,2,4]triazine-6,8-dione